2-chloro-9,10-bis(n-butylcarbonyloxy)anthracene ClC1=CC2=C(C3=CC=CC=C3C(=C2C=C1)OC(=O)CCCC)OC(=O)CCCC